Cl.N1C(=NC2=C1C=CC=C2)C2=CC(=NN2)NC(=O)C2=CC=C(C=C2)N2CCN(CC2)CCC(=O)O 3-[4-[4-[[5-(1H-benzimidazol-2-yl)-1H-pyrazol-3-yl]carbamoyl]phenyl]piperazin-1-yl]propanoic acid hydrochloride